C1(=CC=CC=C1)C=C1CNC=C1 3-(phenylmethylidene)-1,2-dihydropyrrole